2-bromo-1-(4-(pyrrolidin-1-yl)phenyl)ethan-1-one BrCC(=O)C1=CC=C(C=C1)N1CCCC1